C(C)(C)(C)OC(=O)NC(C(=O)O)CC=C 2-((tert-butoxycarbonyl)amino)pent-4-enoic acid